ClC1=CC(=C(C=C1)C1=NC(=C(C2=C1N=C(N(C2=O)C)C)F)N2C[C@@H](OC1(CC1)C2)C=2C=NN(C2)C)F (S)-8-(4-chloro-2-fluorophenyl)-5-fluoro-2,3-dimethyl-6-(5-(1-methyl-1H-pyrazol-4-yl)-4-oxa-7-azaspiro[2.5]octan-7-yl)pyrido[3,4-d]pyrimidin-4(3H)-one